Acetyl-2-Oxo-4-hydroxy-5-aminovaleric acid C(C)(=O)C(C(C(=O)O)=O)C(CN)O